(behenyl-n-butylphosphino)(2'-amino-1,1'-biphenyl-2-yl)palladium (II) C(CCCCCCCCCCCCCCCCCCCCC)P(CCCC)[Pd]C1=C(C=CC=C1)C1=C(C=CC=C1)N